ClC=1C=C2C(=NC=NC2=C(C1)C(F)(F)F)N[C@@H](C)C1=NC=NN1C1=CC(=NC=N1)N(C(OCC)=O)C ethyl N-[6-[5-[(1S)-1-[[6-chloro-8-(trifluoromethyl)quinazolin-4-yl]amino]ethyl]-1,2,4-triazol-1-yl]pyrimidin-4-yl]-N-methyl-carbamate